BrC1=C(C=NN(C1=O)C)N[C@@H]1C[C@@H](CN(C1)C)C1=CC=C(C(=O)N2CCC3(CC2)CCN(CC3)C3=CC(=C(C=C3C)C3C(NC(CC3)=O)=O)OC)C=C1 3-[4-[3-[4-[(3R,5R)-5-[(5-bromo-1-methyl-6-oxo-pyridazin-4-yl)amino]-1-methyl-3-piperidyl]benzoyl]-3,9-diazaspiro[5.5]undecan-9-yl]-2-methoxy-5-methyl-phenyl]piperidine-2,6-dione